ClCCCCCCCCCC/C=C/CCO (3E)-14-chloro-3-tetradecene-1-ol